C1(CC1)C=1C(=CC(N2C(=C(SC12)C1=CC=C(C=C1)C)C(=O)O)=O)CC1=CC=CC2=CC=CC=C12 5-cyclopropyl-4-[(1-naphthyl)methyl]-2-oxo-8-(p-tolyl)-7-thia-1-azabicyclo[4.3.0]non-3,5,8-triene-9-carboxylic acid